CC(CN1C(N(C(C1=O)=O)C1CC2(CC(C2)OC2=NC=CC=C2C(=O)N)C1)=O)C 2-{[(αR)-6-[3-(2-methylpropyl)-2,4,5-trioxo-imidazolidin-1-yl]-spiro[3.3]heptan-2-yl]oxy}pyridine-3-carboxamide